[Be].[Sn] tin-beryllium